COC(\C(=C/N(C)C)\C1=C(C=C(C=C1)Cl)OC)=O (Z)-2-(4-chloro-2-methoxyphenyl)-3-(dimethylamino)acrylic acid methyl ester